ClC1=C(C#N)C(=CC=N1)NC1=CC=2C3=C(C(N(C2C=C1)C)=O)C(OC(C(N3)C)C)=O 2-chloro-4-((2,3,7-trimethyl-5,6-dioxo-1,2,3,5,6,7-hexahydro-[1,4]oxazepino[6,5-c]quinolin-10-yl)amino)nicotinonitrile